OC1(CCN(CC1)C(=O)C=1C2=C(N(N1)CC[C@@H]1CC[C@@H](CC1)OC1=NC=CC=C1C)C[C@@H]1[C@H]2C1)C (4-hydroxy-4-methylpiperidin-1-yl)[(3bR,4aR)-1-(2-{cis-4-[(3-methylpyridin-2-yl)oxy]cyclohexyl}ethyl)-3b,4,4a,5-tetrahydro-1H-cyclopropa[3,4]cyclopenta[1,2-c]pyrazol-3-yl]methanone